C(CCCCCCCCCCCCC)(=O)OCC(COC(CCCCCCCCCCCCC)=O)(COC(CCCCCCCCCCCCC)=O)CO Pentaerythritol trimyristate